2-(3-chloro-4-(6-(1-methylcyclopropoxy)-9-((4-methylpyridin-2-yl)methyl)-9H-purin-8-yl)phenoxy)-N,N-dimethylacetamide ClC=1C=C(OCC(=O)N(C)C)C=CC1C=1N(C2=NC=NC(=C2N1)OC1(CC1)C)CC1=NC=CC(=C1)C